6-(3-amino-5-fluoro-6-(4-((3R,5S)-3,4,5-trimethylpiperazin-1-yl)phenyl)pyrazin-2-yl)-3,4-dihydroisoquinolin-1(2H)-one NC=1C(=NC(=C(N1)F)C1=CC=C(C=C1)N1C[C@H](N([C@H](C1)C)C)C)C=1C=C2CCNC(C2=CC1)=O